4-(2-methyl-1-(sulfamoylamino)propan-2-yl)piperidine CC(CNS(N)(=O)=O)(C)C1CCNCC1